CC=1C=C(C(=O)NN)C=CC1C 3,4-Dimethylbenzhydrazide